4-(7-chloropyrido[4,3-d]pyrimidin-4-yl)-2-(cyanomethyl)piperazine-1-carboxylate ClC1=CC=2N=CN=C(C2C=N1)N1CC(N(CC1)C(=O)[O-])CC#N